C(CCCCCCC)(=O)O.C(CCC)P(CCCC)(CCCC)CCCC tetra-n-butyl-phosphine n-octanoate